FC=1C=C(C=CC1OC1=C2C(=NC=C1)NN=C2N[C@H]2[C@H](CCC2)CO)NC(=O)C=2C(N(N=CC2)C2=CC=C(C=C2)F)=O N-(3-fluoro-4-((3-((cis-2-(hydroxymethyl)cyclopentyl)amino)-1H-pyrazolo[3,4-b]pyridin-4-yl)oxy)phenyl)-2-(4-fluorophenyl)-3-oxo-2,3-dihydropyridazine-4-carboxamide